C(C)OC(=O)C=1OC(C(C1C1=CC=C(C=2C=COC21)F)C)(C(F)(F)F)C 3-(4-Fluorobenzofuran-7-yl)-4,5-dimethyl-5-(trifluoromethyl)-4,5-dihydrofuran-2-carboxylic acid ethyl ester